N,N'-diphenyl-N,N'-di-(m-methyl-phenyl)-1,1'-biphenyl-4,4'-diamine C1(=CC=CC=C1)N(C1=CC=C(C=C1)C1=CC=C(C=C1)N(C1=CC(=CC=C1)C)C1=CC=CC=C1)C1=CC(=CC=C1)C